CC1(CCC(CC1)C[N+](=O)[O-])O (1r,4r)-1-methyl-4-(nitromethyl)cyclohexan-1-ol